6-{5-[(2-cyano-2-methylideneethyl)amino]quinolin-3-yl}-N-(1-methylpiperidin-4-yl)pyridine-2-carboxamide C(#N)C(CNC1=C2C=C(C=NC2=CC=C1)C1=CC=CC(=N1)C(=O)NC1CCN(CC1)C)=C